γ-mercaptopropyl-ethoxydimethyl-silane SCCC[Si](C)(C)OCC